ClC1=NC(=CC=C1C(=O)NS(=O)(=O)C1=CC=CC(=N1)NCCC[C@H]1CC(N(C1)C(=O)OC(C)(C)C)(C)C)C1=CCCCO1 tert-butyl (4S)-4-[3-[[6-[[2-chloro-6-(3,4-dihydro-2H-pyran-6-yl)pyridine-3-carbonyl]sulfamoyl]-2-pyridyl]amino]propyl]-2,2-dimethyl-pyrrolidine-1-carboxylate